C(C)C1=C(C=CC=C1F)C1=CC=CC=C1 ethyl-3-fluorobiphenyl